FC=1C=C(C(=O)NC2=CC=C(C=C2)N2CCN(CC2)C2=CC=CC=C2)C=C(C1O)C=O 3-fluoro-5-formyl-4-hydroxy-N-(4-(4-phenylpiperazin-1-yl)phenyl)benzamide